Propionate ((1S)-1,7,7-trimethylbicyclo[2.2.1]heptan-2-yl propanoate) C[C@@]12C(CC(CC1)C2(C)C)C(C(=O)O)C.C(CC)(=O)O